3-Propyl-amino-2-methylpropan C(CC)CC(CN)C